FC(C=1C=CC=2N(N1)C(=CN2)C2=CC(=NC=N2)N2CC(CC(C2)C)N=S(=O)(C)CC)F ((1-(6-(6-(Difluoromethyl)imidazo[1,2-b]pyridazin-3-yl)pyrimidin-4-yl)-5-methylpiperidin-3-yl)imino)(ethyl)(methyl)-λ6-sulfanone